OC[C@H](C1=CC=CC=C1)NC1=NC(=NC=C1C1=NC(=NO1)C12CCN(CC1)CC2)NC=2C=C1C(C(OC(C1=CC2)=O)C)=C 6-((4-(((S)-2-hydroxy-1-phenylethyl)amino)-5-(3-(quinuclidin-4-yl)-1,2,4-oxadiazol-5-yl)pyrimidin-2-yl)amino)-3-methyl-4-methyleneisochroman-1-one